(R)-2-(2-((1-(5,6-diphenylpyrazin-2-yl)-azetidin-3-yl)methoxy)ethoxy)acetic acid C1(=CC=CC=C1)C=1N=CC(=NC1C1=CC=CC=C1)N1CC(C1)COCCOCC(=O)O